ClC=1C(N(C(=CC1OC([2H])([2H])C1=C(C=C(C=C1)F)F)C)C1=CC(=NC=C1C)N1C(C(=CC=C1)C(C)(C)O)=O)=O (R)-3''-chloro-4''-((2,4-Difluorophenyl)methoxy-d2)-3-(2-hydroxypropan-2-yl)-5',6''-dimethyl-2H,2''H-[1,2':4',1''-Terpyridine]-2,2''-dione